2-methoxypropan-1-aminium chloride [Cl-].COC(C[NH3+])C